Ethyl 2-(2-fluoro-4-methylsulfonyl-phenyl)pyrazolo[1,5-a]pyrimidine-3-carboxylate FC1=C(C=CC(=C1)S(=O)(=O)C)C1=NN2C(N=CC=C2)=C1C(=O)OCC